C(#N)/C(/C(=O)NC(OCC)=O)=N/NC1=CC(=C(C(=C1)Cl)OC1=NC=C(C(=C1)S(NC1CCC1)(=O)=O)OC)Cl ethyl N-[(2Z)-2-cyano-2-[[3,5-dichloro-4-[[4-(cyclobutylsulfamoyl)-5-methoxy-2-pyridyl]oxy]phenyl]hydrazono]acetyl]carbamate